COC1=CC=C(C=C1)C(C(NC1=CC=C(C=C1)[Si](C)(C)C)=O)NC(=O)C1OCCC1 N-(1-(4-methoxyphenyl)-2-oxo-2-((4-(trimethylsilyl)phenyl)amino)ethyl)tetrahydrofuran-2-carboxamide